ClC1=CC2=C(N(C(N=C2N2[C@H](CN(CC2)C(C=C)=O)C)=O)C2=C(C=NN2C(C)C)C)N=C1C1=C(C=CC=C1O)F (P)-6-chloro-7-(2-fluoro-6-hydroxyphenyl)-1-(4-methyl-1-(2-propanyl)-1H-pyrazol-5-yl)-4-((2S)-2-methyl-4-(2-propenoyl)-1-piperazinyl)pyrido[2,3-d]pyrimidin-2(1H)-one